NCC=1C=C(C=CC1)N1N=C(C=C1C(=O)NC1=C(C=CC(=C1)C(OCC1CC1)C1=CC(=CC=C1)C#N)F)C(F)(F)F (-)-1-(3-(aminomethyl)phenyl)-N-(5-((3-cyanophenyl)(cyclopropylmethoxy)methyl)-2-fluorophenyl)-3-(trifluoromethyl)-1H-pyrazole-5-carboxamide